FC=1C(=NC=CC1)N1N=CN=C1 1-(3-fluoropyridin-2-yl)-1H-1,2,4-triazol